1-(6,7-dihydro-5H-benzo[6,7]cyclohepta[1,2-c]pyridazin-3-yl)-N3-((7S)-7-(cyclopentylamino)-6,7,8,9-tetrahydro-5H-benzo[7]annulene-2-yl)-1H-1,2,4-triazole-3,5-diamine N1=NC(=CC2=C1C1=C(CCC2)C=CC=C1)N1N=C(N=C1N)NC=1C=CC2=C(CC[C@H](CC2)NC2CCCC2)C1